N-(4-(2-((1s,4s)-4-(dimethylamino)cyclohexylamino)-9-isopropyl-9H-purin-6-ylamino)phenyl)acrylamide CN(C1CCC(CC1)NC1=NC(=C2N=CN(C2=N1)C(C)C)NC1=CC=C(C=C1)NC(C=C)=O)C